NC1=NC=CC=2N1C(=NC2C2CCN(CC2)C(CO)=O)C2=CC=C(C=C2)OC2=CC=CC=C2 1-(4-(5-amino-3-(4-phenoxyphenyl)imidazo[1,5-c]pyrimidin-1-yl)piperidin-1-yl)-2-hydroxyethan-1-one